6-((2-aminomethyl-3-fluoroallyl)oxy)-3,3-dimethyl-3,4-dihydroisoquinolin-1(2H)-one trifluoroacetate FC(C(=O)O)(F)F.NCC(COC=1C=C2CC(NC(C2=CC1)=O)(C)C)=CF